(1r,4r)-N-(2-(4,4-difluorocyclohexyl)-4-(2,5-difluorophenyl)pyridin-3-yl)-4-(trifluoromethyl)cyclohexane-1-carboxamide FC1(CCC(CC1)C1=NC=CC(=C1NC(=O)C1CCC(CC1)C(F)(F)F)C1=C(C=CC(=C1)F)F)F